2-{8-cyano-1,1,3-trioxo-4H-1lambda6-pyrido[4,3-e][1,2,4]thiadiazin-2-yl}-N-[(1S)-1-(4-cyano-2-fluorophenyl)ethyl]acetamide C(#N)C1=NC=CC=2NC(N(S(C21)(=O)=O)CC(=O)N[C@@H](C)C2=C(C=C(C=C2)C#N)F)=O